(S)-6-(2-aminopropionylamino)-4-oxo-1,4-dihydroquinoline-3-carboxylic acid ethyl ester C(C)OC(=O)C1=CNC2=CC=C(C=C2C1=O)NC([C@H](C)N)=O